(R)-3-((3-(4-Amino-8-(trifluoromethyl)pyrido[3,2-d]pyrimidin-6-yl)phenyl)ethynyl)-3-hydroxy-1-methylpyrrolidin-2-one NC=1C2=C(N=CN1)C(=CC(=N2)C=2C=C(C=CC2)C#C[C@]2(C(N(CC2)C)=O)O)C(F)(F)F